C(#N)N1C[C@H](CC1)CNC(C1=NC=CC(=C1)C1=CC=CC=C1)=O (R)-N-((1-Cyanopyrrolidin-3-yl)methyl)-4-phenylpicolinamide